bis(3-aminophenyl)(3,5-bis(trifluoromethyl)phenyl)phosphine oxide NC=1C=C(C=CC1)P(C1=CC(=CC(=C1)C(F)(F)F)C(F)(F)F)(C1=CC(=CC=C1)N)=O